6-chloro-8-({4-[1-cyclopropyl-4-(trifluoromethyl)imidazol-2-yl]phenyl}methyl)-2-(4-cyclopropyl-6-methoxypyrimidin-5-yl)pteridin-7-one ClC1=NC=2C=NC(=NC2N(C1=O)CC1=CC=C(C=C1)C=1N(C=C(N1)C(F)(F)F)C1CC1)C=1C(=NC=NC1OC)C1CC1